1-methyl-3-ethylaminoimidazole chloride salt [Cl-].CN1CN(C=C1)NCC